3-(4-fluorophenyl)-1-ethylurea FC1=CC=C(C=C1)NC(NCC)=O